(S)-6-allyl-2-((4-((2-hydroxy-1-phenylethyl)amino)-5-(5-(pyridin-3-yl)-1,3,4-oxadiazol-2-yl)pyridin-2-yl)amino)-7,7-dimethyl-6,7-dihydro-5H-pyrrolo[3,4-b]pyridin-5-one C(C=C)N1C(C2=NC(=CC=C2C1=O)NC1=NC=C(C(=C1)N[C@H](CO)C1=CC=CC=C1)C=1OC(=NN1)C=1C=NC=CC1)(C)C